C1(=CC=CC=C1)S(=O)(=O)[C@@H]1CN(C[C@H]1OCC1=CC=C(C=C1)C(F)(F)F)C(C=C)=O 1-(trans-3-(phenylsulfonyl)-4-(4-(trifluoromethyl)benzyloxy)pyrrolidin-1-yl)prop-2-en-1-one